FC=1C=C2C(=CNC(C2=CC1F)=O)[C@@H](C)N(C(=O)C=1N=C2N(C=CC=C2)C1)C |r| Racemic-N-(1-(6,7-difluoro-1-oxo-1,2-dihydroisoquinolin-4-yl)ethyl)-N-methylimidazo[1,2-a]pyridine-2-carboxamide